BrC1=CC(=C(C=C1OC)N(CCN(C)C)C)[N+](=O)[O-] N1-(4-bromo-5-methoxy-2-nitrophenyl)-N1,N2,N2-trimethylethane-1,2-diamine